1-((4,5-dichloro-2-hydroxyphenyl)(piperidin-4-yl)methyl)pyrrolidin-2-one ClC1=CC(=C(C=C1Cl)C(N1C(CCC1)=O)C1CCNCC1)O